5-fluoro-6-(trifluoromethyl)pyridin FC=1C=CC=NC1C(F)(F)F